FC=1C=C(C=NC1OC1=CC=NC2=CC(=C(N=C12)OC)OCCOC)NC(=O)C1(CC1)C(=O)NC1=CC=C(C=C1)F 1-N'-[5-fluoro-6-[[6-methoxy-7-(2-methoxyethoxy)-1,5-naphthyridin-4-yl]oxy]pyridin-3-yl]-1-N-(4-fluorophenyl)cyclopropane-1,1-dicarboxamide